N-(3-(methylsulfonamido)phenyl)-3-(thiophen-2-ylmethoxy)benzamide CS(=O)(=O)NC=1C=C(C=CC1)NC(C1=CC(=CC=C1)OCC=1SC=CC1)=O